OC(=O)C(F)(F)F.FC1=CC=C(C=C1)C1C(C1)NCC1CCN(CC1)CCCC(=O)N1CC2=C(CC1)SC(=C2)C(=O)NO 5-(4-(4-(((2-(4-Fluorophenyl)cyclopropyl)amino)methyl)piperidin-1-yl)butanoyl)-N-hydroxy-4,5,6,7-tetrahydrothieno[3,2-c]pyridine-2-carboxamide TFA salt